Tert-butyl 3-(3-(((S)-1-((2S,4R)-4-hydroxy-2-((4-(4-methylthiazol-5-yl)benzyl)carbamoyl)pyrrolidin-1-yl)-3,3-dimethyl-1-oxobutan-2-yl)amino)-3-oxopropoxy)propanoate O[C@@H]1C[C@H](N(C1)C([C@H](C(C)(C)C)NC(CCOCCC(=O)OC(C)(C)C)=O)=O)C(NCC1=CC=C(C=C1)C1=C(N=CS1)C)=O